CC1=CC=CC(=N1)C1=C(N=CN1)C=1C=C2C=C(C=NC2=CC1)N1CCC(CC1)NC(=O)[C@H]1NCCC1 (2S)-N-[1-[6-[5-(6-methyl-2-pyridyl)-1H-imidazol-4-yl]-3-quinolyl]-4-piperidyl]pyrrolidine-2-carboxamide